3-(4-bromophenyl)-N,N-dimethyl-3-(pyridine-2-yl)propan-1-amine BrC1=CC=C(C=C1)C(CCN(C)C)C1=NC=CC=C1